(1-(4,5-dimethyl-6-oxo-1,6-dihydropyrimidin-2-yl)-3-methyl-1H-pyrazol-5-yl)-4-hydroxy-3-nitrobenzamide CC=1N=C(NC(C1C)=O)N1N=C(C=C1C1=C(C(=O)N)C=CC(=C1[N+](=O)[O-])O)C